di-tert-butyl-dichlorogermane C(C)(C)(C)[Ge](Cl)(Cl)C(C)(C)C